CC(C(C(=O)[O-])C(=O)[O-])CC(=O)[O-] 2-methylpropane-1,1,3-tricarboxylate